(S)-3-(2',4'-difluorobiphenyl-3-yl)-3-(3-(4-hydroxy-1,6-dimethyl-2-oxo-1,2-dihydropyridin-3-yl)ureido)propanoic acid ethyl ester C(C)OC(C[C@H](NC(=O)NC=1C(N(C(=CC1O)C)C)=O)C=1C=C(C=CC1)C1=C(C=C(C=C1)F)F)=O